cyclohexylamine C1(CCCCC1)N